CC1=C(C=C(C=C1)NC(CC1COCCCC1)=O)NC1=NC=CC=C1C1=C2N=CN(C2=NC=N1)C1OCCCC1 N-(4-methyl-3-((3-(9-(tetrahydro-2H-pyran-2-yl)-9H-purin-6-yl)pyridin-2-yl)amino)phenyl)-2-(oxepan-3-yl)acetamide